(3-(9,10-Di(naphthalin-2-yl)anthracen-2-yl)phenyl)diphenylphosphin oxid C1=C(C=CC2=CC=CC=C12)C=1C2=CC=CC=C2C(=C2C=CC(=CC12)C=1C=C(C=CC1)P(C1=CC=CC=C1)(C1=CC=CC=C1)=O)C1=CC2=CC=CC=C2C=C1